eicosanyl isocyanate C(CCCCCCCCCCCCCCCCCCC)N=C=O